O1C(=CC=C1C(=O)O)C(=O)O.C(CCCCCCC)(O)O octanediol 2,5-furandicarboxylate